[6-(2-fluoro-4-triflyl-benzyl)-2,6-diazaspiro[3.3]heptan-2-yl]-[6-[3-(1-hydroxycyclopropyl)-1H-1,2,4-triazol-5-yl]-2-azaspiro[3.3]heptan-2-yl]methanone FC1=C(CN2CC3(CN(C3)C(=O)N3CC4(C3)CC(C4)C4=NC(=NN4)C4(CC4)O)C2)C=CC(=C1)S(=O)(=O)C(F)(F)F